(S)-3-(1-formyl-1H-indol-3-yl)-2-(4-methylphenyl-sulphonamido)-N-(4-morpholinophenyl)propanamide C(=O)N1C=C(C2=CC=CC=C12)C[C@@H](C(=O)NC1=CC=C(C=C1)N1CCOCC1)NS(=O)(=O)C1=CC=C(C=C1)C